5-[(3R)-3-(cyclopropylamino)pyrrolidin-1-yl]-N-(6-methoxy-2-methyl-indazol-5-yl)pyrazine-2-carboxamide C1(CC1)N[C@H]1CN(CC1)C=1N=CC(=NC1)C(=O)NC1=CC2=CN(N=C2C=C1OC)C